COC1=NC=CC(=C1)C1N(CC(CC1)C)C(C(=O)NC=1C=C(C(=NC1)NC(OC(C)(C)C)=O)C)=O tert-butyl N-[5-[[2-[2-(2-methoxy-4-pyridyl)-5-methyl-1-piperidyl]-2-oxo-acetyl]amino]-3-methyl-2-pyridyl]carbamate